CCCCC/C=C\\C=C/1\\[C@@H](O1)CCCCCCCC(=O)[O-] The molecule is a long-chain unsaturated fatty acid anion that is the conjugate base of (9S),10-epoxy-(10,12Z)-octadecadienoic acid, arising from deprotonation of the carboxylic acid group. It is a long-chain fatty acid anion and a polyunsaturated fatty acid anion. It derives from a linoleate. It is a conjugate base of a (9S),10-epoxy-(10,12Z)-octadecadienoic acid.